2-(4-hydroxyphenyl)-N-(3-(methylthio)phenyl)acetamide OC1=CC=C(C=C1)CC(=O)NC1=CC(=CC=C1)SC